methyl (2S,4R)-4-tetrahydropyran-2-yloxypyrrolidine-2-carboxylate O1C(CCCC1)O[C@@H]1C[C@H](NC1)C(=O)OC